[Si](C)(C)(C(C)(C)C)OCC1=[N+](C=CC(=N1)C(=O)O)[O-] 2-(((tert-butyldimethylsilyl)oxy)methyl)-4-carboxypyrimidine 1-oxide